5-(1H-Pyrazol-4-yl)-2-{6-[(2,2,6,6-tetramethylpiperidin-4-yl)oxy]pyridazin-3-yl}phenol N1N=CC(=C1)C=1C=CC(=C(C1)O)C=1N=NC(=CC1)OC1CC(NC(C1)(C)C)(C)C